3-((1S)-1-aminoethyl)-8-(2-(5-oxooxolan-2-yl)ethynyl)-2-phenylisoquinoline N[C@@H](C)C=1N(CC2=C(C=CC=C2C1)C#CC1OC(CC1)=O)C1=CC=CC=C1